N-(6-(2H-1,2,3-triazol-2-yl)-5-chloropyridin-3-yl)-1-(2-oxo-1,2-dihydrobenzo[cd]indol-6-yl)-5-trifluoromethyl-1H-pyrazole-4-carboxamide N=1N(N=CC1)C1=C(C=C(C=N1)NC(=O)C=1C=NN(C1C(F)(F)F)C=1C=2C3=C(C(NC3=CC1)=O)C=CC2)Cl